ClC=1C=C(OCC2CCN(CC2)C(=O)N2C[C@H](CC2)C2=NC=NN2)C=C(C1)S(=O)(=O)C [4-[(3-chloro-5-methylsulfonyl-phenoxy)methyl]-1-piperidinyl]-[(3S)-3-(1H-1,2,4-triazol-5-yl)pyrrolidin-1-yl]methanone